METHYLITACONAT COC(C(=C)CC(=O)[O-])=O